FC1=CC=C(C=C1)N1C(C=C(C=C1C)C)=O 1-(4-Fluorophenyl)-4,6-dimethyl-2-oxo-1,2-dihydropyridine